C(=O)C=1C(=C2C=C(N(C2=CC1)C[C@H]1CNC(CO1)=O)C#N)C 5-Formyl-4-methyl-1-{[(2R)-5-oxomorpholin-2-yl]methyl}-1H-indole-2-carbonitrile